(2S,4S)-1-(4,6-bis(trifluoromethyl)-pyridin-2-yl)-N-(4-fluorophenyl)-4-hydroxy-N-methylpyrrolidine-2-carboxamide FC(C1=CC(=NC(=C1)C(F)(F)F)N1[C@@H](C[C@@H](C1)O)C(=O)N(C)C1=CC=C(C=C1)F)(F)F